NC=1C2=C(N=CN1)N(C=C2)[C@H]2[C@@H]([C@@]([C@H](O2)COC2=CC=C1C=CC(=NC1=C2)N)(O)C=C)O (2R,3S,4R,5R)-5-(4-amino-7H-pyrrolo[2,3-d]pyrimidin-7-yl)-2-(((2-aminoquinolin-7-yl)oxy)methyl)-3-vinyltetrahydrofuran-3,4-diol